lithium propane CCC.[Li]